3-[4-(1H-pyrrolo[2,3-b]pyridin-4-yloxy)phenyl]-1-[5-(trifluoromethyl)-3-pyridinyl]-2,4-imidazolidinedione trifluoroacetate FC(C(=O)O)(F)F.N1C=CC=2C1=NC=CC2OC2=CC=C(C=C2)N2C(N(CC2=O)C=2C=NC=C(C2)C(F)(F)F)=O